racemic-6-(5-chloro-2-(((1R*,2S*,3R*,5S*)-(±)-2-hydroxy-8-(methylsulfonyl)-8-azabicyclo[3.2.1]octan-3-yl)amino)pyrimidin-4-yl)-4-fluoro-1-isopropyl-2-methyl-1H-indole-3-carbonitrile ClC=1C(=NC(=NC1)N[C@H]1[C@@H]([C@H]2CC[C@@H](C1)N2S(=O)(=O)C)O)C2=CC(=C1C(=C(N(C1=C2)C(C)C)C)C#N)F |r|